Tert-butyl-((7R)-2-(2-(1-(cyclopropylmethyl)-1H-indol-2-yl)-3-methylbenzofuran-6-carbonyl)-2-azabicyclo[2.2.1]hept-7-yl) carbamate C(N)(O[C@H]1C2(N(CC1CC2)C(=O)C2=CC1=C(C(=C(O1)C=1N(C3=CC=CC=C3C1)CC1CC1)C)C=C2)C(C)(C)C)=O